Dibenzyl (1S,2R,5R)-6-oxa-3-azabicyclo[3.1.0]hexane-2,3-dicarboxylate [C@@H]12[C@@H](N(C[C@H]2O1)C(=O)OCC1=CC=CC=C1)C(=O)OCC1=CC=CC=C1